N-(β,γ-dihydroxypropyl)para-phenylenediamine OC(CNC1=CC=C(C=C1)N)CO